C1(CC1)C1=NC=NC(=C1C1=CC2=C(C(=N1)C)NC(N2CC2=CC=C(C=C2)C=2N(C=C(N2)C(F)(F)F)C)=O)OC 6-(4-Cyclopropyl-6-methoxypyrimidin-5-yl)-4-methyl-1-(4-(1-methyl-4-(trifluoromethyl)-1H-imidazol-2-yl)benzyl)-1,3-dihydro-2H-imidazo[4,5-c]pyridin-2-one